2-(4-(4-(aminomethyl)-8-chloro-1-oxo-1,2-dihydrophthalazin-6-yl)-1-methyl-1H-pyrazol-5-yl)-6-ethoxybenzonitrile NCC1=NNC(C2=C(C=C(C=C12)C=1C=NN(C1C1=C(C#N)C(=CC=C1)OCC)C)Cl)=O